[(3R,4S,5S)-2-acetoxy-4-benzyloxy-5-(benzyloxymethyl)-5-[2-[2-(2-triisopropylsilyloxyethoxy)ethoxy]-ethoxymethyl]tetrahydrofuran-3-yl] acetate C(C)(=O)O[C@H]1C(O[C@]([C@H]1OCC1=CC=CC=C1)(COCCOCCOCCO[Si](C(C)C)(C(C)C)C(C)C)COCC1=CC=CC=C1)OC(C)=O